S(=O)(=O)(O)O.N1C(CCC1)=O Pyrrolidone sulfate